methyl 4-[[1-(2,6-dioxo-3-piperidyl)-2-oxo-benzo[cd]indol-3-yl]amino]benzoate O=C1NC(CCC1N1C(C2=C3C(C=CC=C13)=CC=C2NC2=CC=C(C(=O)OC)C=C2)=O)=O